C(#C)C1=CC=C(C(=C1CNC(OC(C)(C)C)=O)F)OC tert-butyl (6-ethynyl-2-fluoro-3-methoxybenzyl)carbamate